N-(2-(2-(cyclopropanesulfonylamino)thiazol-4-yl)propan-2-yl)-4-(6-(trifluoromethyl)pyrazin-2-yl)benzamide C1(CC1)S(=O)(=O)NC=1SC=C(N1)C(C)(C)NC(C1=CC=C(C=C1)C1=NC(=CN=C1)C(F)(F)F)=O